2-[[2-Acetyl-6,7-dichloro-10-(1H-pyrazol-4-yl)-3,4-dihydro-1H-pyrazino[1,2-a]indol-9-yl]amino]acetonitrile C(C)(=O)N1CC=2N(C=3C(=C(C=C(C3C2C=2C=NNC2)NCC#N)Cl)Cl)CC1